COC=1N=C2C(=CC=NC2=CC1OC)OC1=CC=C(C=C1)NC(=O)C=1C(N(C=C(C1C)C)C1=CC=C(C=C1)F)=O N-[4-[(6,7-dimethoxy-1,5-naphthyridin-4-yl)oxy]phenyl]-1-(4-fluorophenyl)-4,5-dimethyl-2-oxopyridine-3-carboxamide